5-fluoro-2-((2-hydroxypyridin-3-yl)methyl)-6-(phenylsulfonyl)phthalazin-1(2H)-one FC1=C2C=NN(C(C2=CC=C1S(=O)(=O)C1=CC=CC=C1)=O)CC=1C(=NC=CC1)O